N-(4-(2-(5-(pentyloxy)pentyl)hydrazine-1-carbonyl)benzyl)nicotinamide tert-butyl-6-((5-(quinolin-6-yl)pyrrolo[2,1-f][1,2,4]triazin-2-yl)amino)-2-azaspiro[3.3]heptane-2-carboxylate C(C)(C)(C)OC(=O)N1CC2(C1)CC(C2)NC2=NN1C(C=N2)=C(C=C1)C=1C=C2C=CC=NC2=CC1.C(CCCC)OCCCCCNNC(=O)C1=CC=C(CNC(C2=CN=CC=C2)=O)C=C1